C1(=CC=CC=C1)CCC1C(NC(CC(NCC(NCC(NCC(NCC(NCC(NCC(NCC(NCC(NCC(N1)=O)=O)=O)=O)=O)=O)=O)=O)=O)=O)C(=O)N1CCCC1)=O 3-(2-phenylethyl)-34-(pyrrolidine-1-carbonyl)-1,4,7,10,13,16,19,22,25,28,31-undecazacyclotetratriacontane-2,5,8,11,14,17,20,23,26,29,32-undecone